3-methylbenzyl (1-(2-cyanopyrimidin-4-yl)cyclohexyl)carbamate C(#N)C1=NC=CC(=N1)C1(CCCCC1)NC(OCC1=CC(=CC=C1)C)=O